CN1C2=NC(=NC(=C2N=C1)N1CC2(COC2)C1)C#CC=1N(C=C(N1)C=1C=NC=CC1)C 6-[9-Methyl-2-[2-[1-methyl-4-(3-pyridyl)imidazol-2-yl]ethynyl]purin-6-yl]-2-oxa-6-azaspiro[3.3]heptane